NC1=C(C2=C(C=3N=CC=NC3C(=C2)OC2CC(C2)C#N)NC1=O)C1=C2C=NNC2=C(C=C1)F (1r,3r)-3-[[8-amino-7-(7-fluoro-1H-indazol-4-yl)-9-oxo-10H-pyrido[2,3-f]quinoxalin-5-yl]oxy]cyclobutane-1-carbonitrile